N1C=[NH+]C=C1 imidazol-3-ium